4-(4-chlorophenyl)-5-methyl-4-phenyl-3-trifluoromethyl-indole ClC1=CC=C(C=C1)C1(C2=C(C=NC2=CC=C1C)C(F)(F)F)C1=CC=CC=C1